FC1=C(C=CC(=C1)S(N)(=O)=O)NC1=NC=C(C=N1)[C@H]1C[C@H](CO1)N(C([O-])=O)[C@@H](C)CC(F)(F)F.C(CCCCCCCCCCCCC)[N+](CC1=CC=CC=C1)(C)C |o1:18,20| N-tetradecyldimethylbenzyl-ammonium (3R*,5R*)-5-{2-[(2-fluoro-4-sulfamoylphenyl)amino]pyrimidin-5-yl}oxolan-3-yl-N-[(2S)-4,4,4-trifluorobutan-2-yl]carbamate